3-(4-((4-(4-((5-chloro-4-((2-(isopropylsulfonyl)phenyl)amino)pyrimidin-2-yl)amino)-5-isopropoxy-2-methylphenyl)piperidin-1-yl)methyl)-2-fluorophenyl)piperidine-2,6-dione ClC=1C(=NC(=NC1)NC1=CC(=C(C=C1OC(C)C)C1CCN(CC1)CC1=CC(=C(C=C1)C1C(NC(CC1)=O)=O)F)C)NC1=C(C=CC=C1)S(=O)(=O)C(C)C